FC=1C=CC(=C(C1)N1CCC(CC1)O)[N+](=O)[O-] 1-(5-fluoro-2-nitro-phenyl)piperidin-4-ol